N1CC(C1)NC(=O)N1CCN(CC1)C(C1=C(C=C(C=C1)NC(=O)C=1N(C(=CN1)C=1C(=NN(C1)CCCl)C(F)(F)F)C)Cl)=O N-(azetidin-3-yl)-4-[2-chloro-4-[[5-[1-(2-chloroethyl)-3-(trifluoromethyl)pyrazol-4-yl]-1-methyl-imidazole-2-carbonyl]amino]benzoyl]piperazine-1-carboxamide